(R)-1-(4-((((7-(1-(4-chlorobenzyl)piperidin-3-yl)-2-methylpyrazolo[1,5-a]pyrimidin-3-yl)methyl)amino)methyl)piperidin-1-yl)ethan-1-one ClC1=CC=C(CN2C[C@@H](CCC2)C2=CC=NC=3N2N=C(C3CNCC3CCN(CC3)C(C)=O)C)C=C1